3-chloro-N-prop-2-enyl-propionamide ClCCC(=O)NCC=C